O1C=NC2=C1C=C(C=C2)CC(=O)NC2=CC(=NC=C2)C(=O)NC(C)(C)C 4-[[2-(1,3-benzoxazol-6-yl)acetyl]amino]-N-tert-butyl-pyridine-2-carboxamide